3-amino-8-methoxy-2H-benzopyran NC=1COC2=C(C1)C=CC=C2OC